Pyrimidin-d3-2-amine N1=C(N=C(C(=C1[2H])[2H])[2H])N